COC=1C=C2C=CC(=CC2=CC1)/C(=C/CCN1CCN(CC1)C(=O)NC1=CC=CC=C1)/C (E)-4-(4-(6-methoxynaphthalen-2-yl)pent-3-en-1-yl)-N-phenylpiperazine-1-carboxamide